8'-Bromo-3',4,4',5-tetrahydro-2H-spiro[furan-3,2'-pyrido[4,3-b][1,4]oxazine] BrC1=CN=CC2=C1OC1(CN2)COCC1